F[C@H]1CN(CC[C@@H]1OC)C(=O)OC(C)(C)C tert-butyl (3s,4s)-3-fluoro-4-methoxypiperidine-1-carboxylate